C(C)OC1=NC(=NC=C1C(NC1=CC2=CN(N=C2C(=C1)F)C)=O)N1CCN(C2(CC2)C1)C(=O)OC(C)(C)C tert-butyl 7-(4-ethoxy-5-((7-fluoro-2-methyl-2H-indazol-5-yl) carbamoyl)pyrimidin-2-yl)-4,7-diazaspiro[2.5]octane-4-carboxylate